4-(bicyclo[2.2.1]heptan-2-yl)aniline C12C(CC(CC1)C2)C2=CC=C(N)C=C2